OC1=CC=C2C=CC=NC2=C1C(=O)O 7-hydroxyquinoline-8-carboxylic acid